5-[[4-(2-hydroxyethyl)phenyl]sulfonylmethyl]-3-methyl-1-phenyl-pyrazole OCCC1=CC=C(C=C1)S(=O)(=O)CC1=CC(=NN1C1=CC=CC=C1)C